3-[2-(2,6-dioxo-hexahydropyridin-3-yl)-3-oxo-2,3-dihydro-1H-isoindol-5-yl]-N-[3-(1,4-oxazin-4-ylmethyl)-4-(pyridin-3-yl)phenyl]propanamide O=C1NC(CCC1N1CC2=CC=C(C=C2C1=O)CCC(=O)NC1=CC(=C(C=C1)C=1C=NC=CC1)CN1C=COC=C1)=O